rac-N-({2,5-dioxo-4-[5-(trifluoromethyl)-1,3-thiazol-4-yl]imidazolidin-4-yl}methyl)-5-fluoro-4'-(trifluoromethyl)[biphenyl]-2-carboxamide O=C1NC([C@](N1)(C=1N=CSC1C(F)(F)F)CNC(=O)C=1C(=CC(=CC1)F)C1=CC=C(C=C1)C(F)(F)F)=O |r|